F[C@@H]1[C@H](COC1)N1CCC2=C1N=NC(=C2)C2=C(C=C(C=C2C)C(F)(F)F)O 2-[7-[(3S,4R)-4-fluorotetrahydrofuran-3-yl]-5,6-dihydropyrrolo[2,3-c]pyridazin-3-yl]-3-methyl-5-(trifluoromethyl)phenol